3-[6-(ethylcarbamoylamino)-3-pyridyl]-N-(4-methoxy-2-pyridyl)-N-methyl-pyrazolo[1,5-a]pyridine-5-carboxamide C(C)NC(=O)NC1=CC=C(C=N1)C=1C=NN2C1C=C(C=C2)C(=O)N(C)C2=NC=CC(=C2)OC